O=C1C(=C(C(=C1C1=CC=C(C=C1)S(=O)(=O)[O-])C1=CC=CC=C1)C1=CC=CC=C1)C1=CC=C(C=C1)S(=O)(=O)[O-] 4,4'-(2-oxo-4,5-diphenylcyclopenta-3,5-diene-1,3-diyl)dibenzenesulfonate